1,2,3-trioctyloxypropane C(CCCCCCC)OCC(COCCCCCCCC)OCCCCCCCC